tert-butyl (2R)-2-[[tert-butyl(diphenyl)silyl]oxymethyl]-3-hydroxy-3-methyl-piperidine-1-carboxylate [Si](C1=CC=CC=C1)(C1=CC=CC=C1)(C(C)(C)C)OC[C@H]1N(CCCC1(C)O)C(=O)OC(C)(C)C